(1-(2-Methoxyethyl)piperidin-4-yl)carbamate COCCN1CCC(CC1)NC([O-])=O